(2,4-di-tert-butylphenyl)-biphenyl diphosphonite P(O)OPO.C(C)(C)(C)C1=C(C=CC(=C1)C(C)(C)C)C1=C(C=CC=C1)C1=CC=CC=C1